4-amino-2-azabicyclo[2.2.1]heptan-3-one 2,2,2-trifluoroacetate FC(C(=O)O)(F)F.NC12C(NC(CC1)C2)=O